FC(C1=NC2=CC(=CC(=C2C=C1)C1(CC1)N)C=1SC=CN1)F 1-(2-(difluoromethyl)-7-(thiazol-2-yl)quinolin-5-yl)cyclopropan-1-amine